ClC1=C(CNC(=O)C2C=3C=CC=NC3C(CC2)(CO)O)C(=CC(=C1)Cl)C N-(2,4-dichloro-6-methylbenzyl)-8-hydroxy-8-(hydroxymethyl)-5,6,7,8-tetra-hydroquinoline-5-carboxamide